O1CCC(=CC1)B1OC(C(O1)(C)C)(C)C 2-(3,6-dihydro-2H-pyran-4-yl)-4,4,5,5-tetramethyl-1,3,2-dioxaborole